ClC1=NC=CN(C1)OC1=CC=C(C=C1)F 2-chloro-4-(4-fluoro-phenoxy)-pyrazine